5-methyl-4-vinyl-isothiazol-3-amine tert-Butyl-N-(4-bromo-5-methyl-isothiazol-3-yl)carbamate C(C)(C)(C)OC(NC1=NSC(=C1Br)C)=O.CC1=C(C(=NS1)N)C=C